[3-(trimethoxysilyl) propyl] sulfide CO[Si](CCCSCCC[Si](OC)(OC)OC)(OC)OC